C(C)(C)(C)OC(=O)N1CCC(CC1)C(C)(C)N1CCN(CC1)C(=O)OCC1=CC=CC=C1 benzyl 4-(2-(1-(tert-butoxycarbonyl)piperidin-4-yl)propan-2-yl)piperazine-1-carboxylate